4-(4-(tert-butyldimethylsilyloxy)cyclohexylamino)-6-chloro-N-methylpyridazine-3-carboxamide [Si](C)(C)(C(C)(C)C)OC1CCC(CC1)NC1=C(N=NC(=C1)Cl)C(=O)NC